N-((S)-(7-((R)-Cyclopropyl((R*)-3-cyclopropyl-2-fluoropropanamido)methyl)imidazo[1,2-b]pyridazin-2-yl)(4,4-difluorocyclohexyl)methyl)-4-methyl-1,2,5-oxadiazole-3-carboxamide C1(CC1)[C@H](C1=CC=2N(N=C1)C=C(N2)[C@@H](NC(=O)C2=NON=C2C)C2CCC(CC2)(F)F)NC([C@@H](CC2CC2)F)=O |o1:33|